OCCN1CCN(CC1)CCNC=C1C(CC(CC1=O)C1=CNC2=CC=CC(=C12)C)=O 2-(((2-(4-(2-hydroxyethyl)piperazin-1-yl)ethyl)amino)methylene)-5-(4-methyl-1H-indol-3-yl)cyclohexane-1,3-dione